C(#N)C1=CC(=CC=2N=C(OC21)C=2C(=C(C=CC2)C2=C(C(=CC=C2)C=2OC1=C(N2)C=C(C(=C1)OC(F)F)CN1[C@@H](CCC1)C(=O)O)C)C)CN1CC(CC1)CN(C)C ((2-(3'-(7-cyano-5-((3-((dimethylamino)methyl)pyrrolidin-1-yl)methyl)benzo[d]oxazol-2-yl)-2,2'-dimethyl-[1,1'-biphenyl]-3-yl)-6-(difluoromethoxy)benzo[d]oxazol-5-yl)methyl)-L-proline